dimethyl-sulphinamide CN(S=O)C